OC1=CC=2C(C3=CC=CC=C3SC2C=C1)=O 2-hydroxythioxanthen-9-one